C(C#CC)(=O)O but-2-ynoic acid